CN(CCN(C=1C(=CC(=C(C1)OC)NC1=NC=CC(=N1)C1=CN(C2=CC=CC=C12)CC#C)N)C)C N1-(2-(dimethylamino)ethyl)-5-methoxy-N1-methyl-N4-(4-(1-(prop-2-yn-1-yl)-1H-indol-3-yl)pyrimidin-2-yl)benzene-1,2,4-triamine